5-[2-(dimethylamino) ethyl]-11-(4-{[(10Z,12Z)-1-oxooctadeca-9,12-dienyl] oxy} butyl)-2,2-dimethyl-4,9-dioxo-5,8-diaza-3,10-dioxapentadec-15-yl (10Z,12Z)-octadeca-9,12-dienoate C(CCCCCCC\C=C/C\C=C/CCCCC)(=O)OCCCCC(OC(NCCN(C(OC(C)(C)C)=O)CCN(C)C)=O)CCCCOC(CCCCCCC\C=C/C\C=C/CCCCC)=O